3-([1,2,4]triazolo[1,5-a]pyrimidin-6-yl)propanenitrile N1=CN=C2N1C=C(C=N2)CCC#N